3-(4-chlorophenyl)-4-methyl-isoxazol-5(4H)-one ClC1=CC=C(C=C1)C1=NOC(C1C)=O